N[C@@H]1CN(CC[C@H]1F)C1=NC2=C(N1CC(=O)N1CCOCC1)C=C(C=C2)Cl 2-(2-((3R,4R)-3-Amino-4-fluoropiperidin-1-yl)-6-chloro-1H-benzo[d]imidazol-1-yl)-1-morpholinoethanon